ClC=1N=C(C2=C(N1)OCCC2)C2=CC=C(C=C2)OC(F)(F)F 2-Chloro-4-[4-(trifluoromethoxy)phenyl]-6,7-dihydro-5H-pyrano[2,3-d]pyrimidine